N,N'-di(4-biphenylyl)-N,N'-diphenylbenzidine C1=CC=C(C=C1)C2=CC=C(C=C2)N(C3=CC=CC=C3)C4=CC=C(C=C4)C5=CC=C(C=C5)N(C6=CC=CC=C6)C7=CC=C(C=C7)C8=CC=CC=C8